3-(3-(2-carbamoylbenzofuran-3-yl)phenyl)propanoic acid C(N)(=O)C=1OC2=C(C1C=1C=C(C=CC1)CCC(=O)O)C=CC=C2